7Z,9E,13Z,16Z,19Z-hexaenoic acid C(C=CCCC)(=O)O